C(C)(C)(C)C(C1=CC=CC=C1)(C1=CC=CC=C1)[SiH3] (tert-butyldiphenylmethyl)Silane